C(\C=C\C1=CC(O)=C(O)C=C1)(=O)N caffeamide